7-(2-bromopyridin-4-yl)-4-ethyl-7H-pyrrolo[2,3-d]pyrimidin-2-amine BrC1=NC=CC(=C1)N1C=CC2=C1N=C(N=C2CC)N